4-oxobutanoic acid-2,2,3,3-d4 O=CC(C(C(=O)O)([2H])[2H])([2H])[2H]